(3R)-tert-Butyl 8-acetyl-3,10-dimethyl-11-oxo-3,4,8,9,10,11-hexahydro-1H-pyrido[4',3':3,4]pyrazolo[1,5-a][1,4]diazepine-2(7H)-carboxylate C(C)(=O)C1CN(C(C=2N(C1)N=C1C2CN([C@@H](C1)C)C(=O)OC(C)(C)C)=O)C